FC1=C(CC2=NC3=C(N2CC2OCCC2)C=C(C=C3)C(=O)O)C=CC(=C1)C1=NC(=CC=C1)OCC1=CC(=CC=C1)OC 2-(2-Fluoro-4-(6-(3-methoxybenzyloxy)pyridin-2-yl)benzyl)-1-((tetrahydrofuran-2-yl)methyl)-1H-benzo[d]imidazole-6-carboxylic acid